FC1=CC(=NC=C1CC)N 4-Fluoro-5-ethylpyridin-2-amine